BrC=1C=C(C=C(C1)N1C(C2=CC=CC(=C2C1)C(F)(F)F)=O)/C(=C/C(=O)OCC)/C ethyl (E)-3-[3-bromo-5-[1-oxo-4-(trifluoromethyl)isoindolin-2-yl]phenyl]but-2-enoate